phenylphosphine dihydrate O.O.C1(=CC=CC=C1)P